2-[2-aminoethyl-(methyl)amino]ethanol NCCN(CCO)C